C1=C(C=CC=2C3=CC=CC=C3C3=CC=CC=C3C12)C1=CC=C(C=C1)NC1=CC=C(C=C1)C1=CC=CC=C1 N-(4-(triphenylen-2-yl)phenyl)-[1,1'-biphenyl]-4-amine